C(C=C)(=O)OCCCCCCCCCC\C=C/CCCC (Z)-hexadec-11-en-1-yl acrylate